FC1=C(C(=O)NC(NC2=NC=CC=C2C#C[Si](C)(C)C)=O)C=CC(=C1)C(F)(F)F 2-fluoro-4-(trifluoromethyl)-N-((3-((trimethylsilyl)ethynyl)pyridin-2-yl)carbamoyl)benzamide